N-(3-(1,1-difluoroethyl)phenyl)-6-(4-(difluoromethoxy)phenyl)-3-methylpyrazine FC(C)(F)C=1C=C(C=CC1)N1CC(=NC=C1C1=CC=C(C=C1)OC(F)F)C